rel-3-chloro-4-[(3,5-difluoropyridin-2-yl)methoxy]-2'-[5-(2-hydroxypropan-2-yl)-6-oxopyridazin-1-yl]-5',6-dimethyl-[1,4'-bipyridin]-2-one ClC=1C(N(C(=CC1OCC1=NC=C(C=C1F)F)C)C1=CC(=NC=C1C)N1N=CC=C(C1=O)C(C)(C)O)=O